3-(cyclopropyldifluoromethyl)-N-(2-fluoro-4-methyl-5-(8-morpholinylimidazo[1,2-a]pyridin-6-yl)phenyl)pyrrolidine-1-carboxamide C1(CC1)C(C1CN(CC1)C(=O)NC1=C(C=C(C(=C1)C=1C=C(C=2N(C1)C=CN2)N2CCOCC2)C)F)(F)F